bismuth-potassium [K].[Bi]